tert-Butyl (1S,3S,5S)-3-formyl-2-azabicyclo[3.1.0]hexane-2-carboxylate C(=O)[C@H]1N([C@H]2C[C@H]2C1)C(=O)OC(C)(C)C